C1(CC1)NC(C([C@H](C[C@H]1C(NCC1)=O)NC([C@H](CC(CC)C)NC(O)=O)=O)=O)=O ((2S)-1-(((S)-4-(cyclopropylamino)-3,4-dioxo-1-((S)-2-oxopyrrolidin-3-yl)butan-2-yl)amino)-4-methyl-1-oxohexan-2-yl)carbamic acid